CC=1C=C(CN2CC3=C(CC2)C(=C(S3)NC(=O)NCCCCN3CCCC3)C(=O)N)C=C(C1)C 6-(3,5-dimethylbenzyl)-2-{3-[4-(pyrrolidin-1-yl)butyl]ureido}-4,5,6,7-tetrahydrothieno[2,3-c]pyridine-3-carboxamide